BrC1=C(C=C(C=N1)CC(=O)OC)Cl methyl 2-(6-bromo-5-chloropyridin-3-yl)acetate